diethyl sulfide trifluoride [F-].[F-].[F-].C(C)SCC